NC1=CC=C2C(=N1)CCC2NC([C@H](C)NC(=O)[C@@H]2NCC[C@H](C2)C2=CC(=CC=C2)F)=O (2R,4R)-N-((2S)-1-((2-amino-6,7-dihydro-5H-cyclopenta[b]pyridin-5-yl)amino)-1-oxopropan-2-yl)-4-(3-fluorophenyl)piperidine-2-carboxamide